2,3-diethyl-4-methylpentane-1,5-diol C(C)C(CO)C(C(CO)C)CC